methyl 4-bromo-2-(1-cyanoethyl)benzoate BrC1=CC(=C(C(=O)OC)C=C1)C(C)C#N